(6-chloro-4-{hexahydro-1H-cyclopenta[c]pyrrol-2-yl}pyridazin-3-yl)methanol ClC1=CC(=C(N=N1)CO)N1CC2C(C1)CCC2